C1=CC=CC=2C3=CC=CC=C3C(C12)COC(=O)NCC(=O)NCC(=O)N[C@@H](CC1=CC=CC=C1)C(=O)NCC(=O)O (((9H-fluoren-9-yl)methoxy)carbonyl)glycylglycyl-L-phenylalanylglycine